C(C)(=O)O.CCCCC=CCCCCCC 5-dodecene acetate